2,3-di(1-cyanoethyl-1H-indol-3-yl)maleimide C(#N)C(C)N1C=C(C2=CC=CC=C12)C=1C(=O)NC(C1C1=CN(C2=CC=CC=C12)C(C)C#N)=O